(3R)-3-amino-5-[(4-chlorophenyl)methyl]-8-fluoro-7-[5-(6-fluoro-3-pyridyl)-1,3,4-oxadiazol-2-yl]-1,1-dioxo-2,3-dihydro-1lambda6,5-benzothiazepin-4-one N[C@H]1CS(C2=C(N(C1=O)CC1=CC=C(C=C1)Cl)C=C(C(=C2)F)C=2OC(=NN2)C=2C=NC(=CC2)F)(=O)=O